C(CC)C1(C=CC=C1)[Hf]C1(C=CC=C1)C (propylcyclopentadienyl)(methylcyclopentadienyl)hafnium (II)